C1CC2CC1CC2O exo-norbornyl alcohol